3-fluoro-4-(oxetan-3-yl)benzoic acid FC=1C=C(C(=O)O)C=CC1C1COC1